[3-(difluoromethyl)-1-(4-formylphenyl)pyrazol-4-yl]-5-[(1R,4R)-2-oxa-5-azabicyclo[2.2.1]hept-5-yl]pyrazolo[1,5-a]pyrimidine-3-carboxamide FC(C1=NN(C=C1C1=NN2C(N=C(C=C2)N2[C@H]3CO[C@@H](C2)C3)=C1C(=O)N)C1=CC=C(C=C1)C=O)F